1-(N-methyl-pyrrol-2-yl)propan-1-one CN1C(=CC=C1)C(CC)=O